carbon pentaenyl-4,5-dihydro-1,3-oxazine C(=CCCC)C=1OCCCN1.[C]